(Z)-3-fluoro-4-(naphthalen-2-ylsulfonyl)but-2-en-1-amine F\C(=C/CN)\CS(=O)(=O)C1=CC2=CC=CC=C2C=C1